5,6,6a,7,8,9-hexahydropyrrolo[1',2':4,5]pyrazino[2,3-c]pyridazin-8-amine C1=C2C(=NN=C1)NCC1N2CC(C1)N